CC=1SC=CN1 methyl-thiazole